(4-((6,7-dimethoxyquinolin-4-yl) amino) benzyl) phosphonate P(OCC1=CC=C(C=C1)NC1=CC=NC2=CC(=C(C=C12)OC)OC)([O-])=O